CN1CCN(CC1)C(=O)C1=CC2=C(C(C=3C(=NSN3)C2=O)=O)S1 (4-methylpiperazine-1-carbonyl)thieno[2',3':4,5]benzo[1,2-c][1,2,5]thiadiazole-4,8-dione